COC(=O)C=1C=CC(=NC1)B(O)O 5-(METHOXYCARBONYL)PYRIDINE-2-BORONIC ACID